C(C)(C)N1C(N(C(C(=C1)C(=O)NC1=CC(=C(C=C1)OC1=CC(=NC=2N1N=CC2)C)F)=O)C2=C(C=CC=C2)C)=O 1-isopropyl-3-(2-methylphenyl)-N-(3-fluoro-4-((5-methylpyrazolo[1,5-a]pyrimidin-7-yl)oxy)phenyl)-2,4-dioxo-1,2,3,4-tetrahydropyrimidine-5-carboxamide